N,N,N'-tris(hydroxyisopropyl)-hexamethylenediamine OC(C)(C)N(CCCCCCNC(C)(C)O)C(C)(C)O